ethyl (1r,4r)-4-((2-chloro-5-nitropyrimidin-4-yl)amino)-1-methylcyclohexane-1-carboxylate ClC1=NC=C(C(=N1)NC1CCC(CC1)(C(=O)OCC)C)[N+](=O)[O-]